[2H]C(C(=O)OC(C)(C)C)([C@H](O)[C@@]1(OC(OC1)(C)C)C#C)[2H] tert-butyl (3S)-2,2-dideuterio-3-[(4R)-4-ethynyl-2,2-dimethyl-1,3-dioxolan-4-yl]-3-hydroxy-propanoate